mercaptoorotic acid SC1=C(C(=O)O)NC(NC1=O)=O